FC(S(=O)(=O)OC=1C(=CC2=C(C(C=3NC4=CC(=CC=C4C3C2=O)Br)(C)C)C1)Cl)(F)F 3-Bromo-9-chloro-6,6-dimethyl-11-oxo-6,11-dihydro-5H-benzo-[b]carbazol-8-yl trifluoromethanesulfonate